CCCCCCCCCCCCCC/C=C\OC[C@H](COP(=O)([O-])OCC[N+](C)(C)C)OC(=O)CCCC/C=C\C/C=C\C/C=C\CCCCC 1-(1Z-hexadecenyl)-2-(6Z,9Z,12Z-octadecatrienoyl)-glycero-3-phosphocholine